1-thio-mannose S=C[C@@H](O)[C@@H](O)[C@H](O)[C@H](O)CO